CC(=CCCCCC=C)CCCCCC(=CCC)C 8,14,16-trimethyl-1,7,14-hexadecatriene